C(C=CC=CCCCCCCCCCCCCC)=O 1-Octadecadienal